chloro-2-{1-[(1R)-1-(4,4-difluorocyclohexyl)ethyl]-1H-pyrazol-4-yl}-7-[(2-methyl-1H-1,3-benzodiazol-6-yl)oxy]quinoxaline ClC=1C(=NC2=CC(=CC=C2N1)OC=1C=CC2=C(NC(=N2)C)C1)C=1C=NN(C1)[C@H](C)C1CCC(CC1)(F)F